rac-6-(1-Isopropyl-1H-pyrazol-3-yl)-N-((1R,3S)-3-methoxycyclopentyl)-5-phenyl-2-(pyridin-2-yl)pyrrolo[2,1-f][1,2,4]triazin-4-amine C(C)(C)N1N=C(C=C1)C=1C(=C2C(=NC(=NN2C1)C1=NC=CC=C1)N[C@H]1C[C@H](CC1)OC)C1=CC=CC=C1 |r|